[2-(chloromethyl)-4-(dibenzylamino)phenyl]methoxide ClCC1=C(C=CC(=C1)N(CC1=CC=CC=C1)CC1=CC=CC=C1)C[O-]